ClC1=C(C#N)C=CC(=C1)N1CC2(C[C@@H]1C)CCN(CC2)C2=CC=C(C=C2)C(=O)N2CCC2CN2CCN(CC2)C2=CC(=CC=C2)N[C@H]2C(NC(CC2)=O)=O 2-Chloro-4-((S)-8-(4-(4-((4-(3-(((R)-2,6-dioxo-piperidin-3-yl)amino)-phenyl)piperazin-1-yl)-methyl)azetidine-1-carbonyl)phenyl)-3-methyl-2,8-diazaspiro[4.5]decan-2-yl)benzonitrile